NC(CC=1C=C2CCN(CC2=C(C1)Cl)C(CNC(\C=C\C1=C(C=C(C=C1)C(F)(F)F)F)=O)=O)=O (E)-N-[2-[6-(2-amino-2-oxoethyl)-8-chloro-3,4-dihydro-1H-isoquinolin-2-yl]-2-oxoethyl]-3-[2-fluoro-4-(trifluoromethyl)phenyl]prop-2-enamide